CCCCCCCCCC/C=C\CCCCCCCCCC(=O)OC[C@H](COP(=O)(O)OC[C@@H](C(=O)O)N)OC(=O)CCCCCCCCC/C=C\C/C=C\CCCCC 1-(11Z-docosenoyl)-2-(11Z,14Z-eicosadienoyl)-glycero-3-phosphoserine